C(#N)C1=C(C(=C(C=2C(C3=CC=CC=C3C(C12)=O)=O)C#N)C#N)C#N Tetracyanoanthraquinone